Cl.CC1(NCCC(C1)OC=1SC2=C(N1)SC(=N2)C=2N=CC(=C1C2NC=C1)C=1C=NNC1)C 7-{5-[(2,2-Dimethylpiperidin-4-yl)oxy][1,3]thiazolo[5,4-d][1,3]thiazol-2-yl}-4-(1H-pyrazol-4-yl)-1H-pyrrolo[2,3-c]pyridin Hydrochlorid